FC(S(=O)(=O)OC1=CC(=C(C(=C1)O)[C@@H]1C=C(CC[C@H]1C(=C)C)C)O)(F)F 3,5-dihydroxy-4-((1R,6R)-3-methyl-6-(prop-1-en-2-yl)cyclohex-2-enyl)phenyl trifluoromethanesulfonate